tert-butyl N-{5'-amino-1'-methyl-6'-oxo-[4,4'-bipyrimidin]-6-yl}-N-(tert-butoxycarbonyl)carbamate NC1=C(N=CN(C1=O)C)C1=NC=NC(=C1)N(C(OC(C)(C)C)=O)C(=O)OC(C)(C)C